ClC1=NC2=CC=CC=C2N=C1Cl 2,3-dichloro-1,4-diazanaphthalene